FC=1C=2C3=C(C(OC2C=CC1)=O)OC(C3)(C(F)(F)F)C 9-fluoro-2-methyl-2-(trifluoromethyl)-1,2-dihydro-4H-furo[2,3-c]chromen-4-one